C(C)(C)(C)OC(=O)N(C/C=C/C(=O)OC)C1CCC(CC1)OC methyl (E)-4-((tert-butoxycarbonyl)((1r,4r)-4-methoxycyclohexyl)amino)but-2-enoate